OC(=O)C(F)(F)F.N1(CCNCC1)C1=CC=C(C=C1)NC1C(NC(CC1)=O)=O 3-((4-(Piperazin-1-yl)phenyl)amino)piperidine-2,6-dione TFA salt